C1(CCC1)OC1=C(C=CC(=C1)N1CCN(CC1)C)NC=1N=CC2=C(N1)N(C=C2C)CC2CCOCC2 N-(2-Cyclobutoxy-4-(4-methylpiperazin-1-yl)phenyl)-5-methyl-7-((tetrahydro-2H-pyran-4-yl)methyl)-7H-pyrrolo[2,3-d]pyrimidin-2-amine